S-ethyl (1,3-dioxoisoindolin-2-yl)carbamothioate O=C1N(C(C2=CC=CC=C12)=O)NC(SCC)=O